OC(CC1=NC(=NO1)C=1C=CC(=C(C1)NCC1=CC=C(S1)C(=O)O)C)C1=CC=CC=C1 5-(((5-(5-(Hydroxy(phenyl)ethyl)-1,2,4-oxadiazol-3-yl)-2-methyl-phenyl)amino)methyl)thiophene-2-carboxylic acid